C1(CC1)[C@@H]1N(CC[C@@H](C1)O)C=1C=CC(=NC1C(=O)N[C@H]1CN(CC1)C(=O)OCC1=CC=CC=C1)C=1C(=NC=CC1)OCC benzyl (3R)-3-{5-[cis-2-cyclopropyl-4-hydroxypiperidin-1-yl]-2'-ethoxy-[2,3'-bipyridine]-6-amido}pyrrolidine-1-carboxylate